ClC=1C=C2C=C(NC2=C(C1F)F)C(=O)N(C1CNCC1)C 5-chloro-6,7-difluoro-N-methyl-N-(pyrrolidin-3-yl)-1H-indole-2-carboxamide